N1(CCCC1)C1=NC=CC=C1 (pyrrolidin-1-yl)pyridin